dimethyl (2-methoxypyridin-4-yl)(methyl)propanedioate COC1=NC=CC(=C1)C(C(=O)OC)(C(=O)OC)C